2-isopropyl-4-[[4-(trifluoromethyl)phenyl]methyl]indazole-3-carboxylic acid C(C)(C)N1N=C2C=CC=C(C2=C1C(=O)O)CC1=CC=C(C=C1)C(F)(F)F